methyl-2-(chloromethyl)-3-(2-methoxyethyl)benzimidazole-5-carboxylic acid methyl ester hydrochloride Cl.COC(=O)C1=C(C2=C(N=C(N2CCOC)CCl)C=C1)C